3-bromo-5-iodo-2-(1-methoxyethyl)pyridine BrC=1C(=NC=C(C1)I)C(C)OC